FC(S(=O)(=O)[O-])(F)F.C1(=CC=CC=C1)[S+](C1=CC=C(C=C1)O)C1=CC=CC=C1 diphenyl-4-hydroxy-phenylsulfonium trifluoromethanesulfonate